2-(4,5-dihydro-1H-pyrazol-5-yl)-5-methylpyrazine N1N=CCC1C1=NC=C(N=C1)C